5-chloropyridin-3-yl 3-amino-3-deoxy-1-thio-α-D-galactopyranoside N[C@@H]1[C@H]([C@@H](SC=2C=NC=C(C2)Cl)O[C@@H]([C@@H]1O)CO)O